FC=1C=C(C#N)C=CC1COC1=NC(=CC=C1)C=1CCNCC1 3-Fluoro-4-[[6-(1,2,3,6-tetrahydropyridin-4-yl)-2-pyridinyl]oxymethyl]-benzonitrile